C(C)(C)(C)OC(=O)N1C[C@H]2N(C3=CC(=C(C=C3C(C2)C)C(=O)O)OC)CC1 (S)-3-(tert-Butyloxycarbonyl)-9-methoxy-6-methyl-2,3,4,4a,5,6-hexahydro-1H-pyrazino[1,2-a]quinoline-8-Formic acid